C(C)C=1N=C2N(C=C(C=C2C)N2CCN(CC2)CC(=O)N2C[C@H](CC2)O)C1N(C=1SC(=C(N1)C1=CC=C(C=C1)F)C#N)C (S)-2-((2-ethyl-6-(4-(2-(3-hydroxypyrrolidin-1-yl)-2-oxoethyl)piperazin-1-yl)-8-methylimidazo[1,2-a]pyridin-3-yl)(methyl)amino)-4-(4-fluorophenyl)thiazole-5-carbonitrile